OC1=C(C=CC(=C1)C(F)(F)F)C=1N=CN(C1)C12CC(C1)C2 3-(4-(2-hydroxy-4-(trifluoromethyl)phenyl)-1H-imidazol-1-yl)bicyclo[1.1.1]pentan